C1(CC1)CN1C=CC=2C(=NC(=CC21)NC=2SC(=CN2)C)C2=CC1CCC(C2)N1C(C=C)=O 1-(3-(1-(cyclopropylmethyl)-6-((5-methylthiazol-2-yl)amino)-1H-pyrrolo[3,2-c]pyridin-4-yl)-8-azabicyclo[3.2.1]oct-2-en-8-yl)prop-2-en-1-one